C(C)(C)(C)OC(=O)N1C=CC2=CC=C(C=C12)NC1=NC(=CC(=C1)Cl)C#N 6-((4-chloro-6-cyanopyridin-2-yl)amino)-1H-indole-1-carboxylic acid tert-butyl ester